C1(CC1)C(C)N1C(C2=C(C=C(C=C2C1)C1=C(N=C(S1)NC(C)=O)C(F)F)S(=O)C)=O N-(5-(2-(1-cyclopropylethyl)-7-(methylsulfinyl)-1-oxoisoindolin-5-yl)-4-(difluoromethyl)thiazol-2-yl)acetamide